C(C)OC(=O)C1=C(C=NN1CC1=CC=C(C=2C=CC=NC12)C(=O)OC)[N+](=O)[O-] methyl 8-((5-(ethoxycarbonyl)-4-nitro-1H-pyrazol-1-yl)methyl)quinoline-5-carboxylate